FC(C(=O)O)(F)F.C(N)(=O)C1=CC2=C(N(C(=N2)NC(=O)C2=C(N=C(O2)C)CC)C/C=C/CNC(OC(C)(C)C)=O)C(=C1)OCCCN1CCOCC1 tert-Butyl (E)-(4-(5-carbamoyl-2-(4-ethyl-2-methyloxazole-5-carboxamido)-7-(3-morpholinopropoxy)-1H-benzo[d]imidazol-1-yl)but-2-en-1-yl)carbamate trifluoroacetic acid salt